1-(tert-butoxycarbonyl)-5-(methoxycarbonyl)indol-2-ylboronic acid C(C)(C)(C)OC(=O)N1C(=CC2=CC(=CC=C12)C(=O)OC)B(O)O